benzylidenecamphane-2-one methylsulfate COS(=O)(=O)O.C(C1=CC=CC=C1)=C1C(C2(CCC1C2(C)C)C)=O